C(C)N1CC2N(C3=CC(=C(C=C13)C=C(C#N)C#N)OCC#C)CCC2 2-((5-ethyl-8-(prop-2-yn-1-yloxy)-1,2,3,3a,4,5-hexahydropyrrolo[1,2-a]quinoxal-7-yl)methylene)malononitrile